2-(4-(Cyclopentylmethoxy)phenyl)-5-hydroxy-7-(tert-butyldimethylsilyloxy)chroman-4-one C1(CCCC1)COC1=CC=C(C=C1)C1OC2=CC(=CC(=C2C(C1)=O)O)O[Si](C)(C)C(C)(C)C